[2H]C([2H])([2H])S methane-d3-thiol